NC=1N=CC=2N(C1)C(=CN2)N2C[C@@H](OCC2)C(=O)N2[C@H](C1=C(C=C(C=C1CC2)Cl)Cl)C ((R)-4-(6-aminoimidazo[1,2-a]pyrazin-3-yl)morpholin-2-yl)((S)-6,8-dichloro-1-methyl-3,4-dihydroisoquinolin-2(1H)-yl)methanone